3-((3-(2-(benzo[b]thiophen-3-yl)ethyl)-3-(ethoxy-methyl)pyrrolidin-1-yl)methyl)pyridine S1C2=C(C(=C1)CCC1(CN(CC1)CC=1C=NC=CC1)COCC)C=CC=C2